5-(2-chloropiperazin-1-yl)-8-hydroxy-2,3-dihydro-1,4-benzodioxine ClC1N(CCNC1)C1=CC=C(C=2OCCOC21)O